N1(C2C(CCC1)(CCC2)C(=O)OCC)C(=O)OCC2=CC=CC=C2 racemic-1-benzyl 4a-ethyl hexahydro-1H-cyclopenta[b]pyridine-1,4a(2H)-dicarboxylate